(((1R,2S)-2-fluorocyclopropyl)amino)-2-(methylthio)pyrazolo[1,5-a][1,3,5]triazine-8-carbonitrile F[C@@H]1[C@@H](C1)NC1=NC(=NC=2N1N=CC2C#N)SC